4-(4-amino-6-(4-methacrylamidophenyl)pyrrolo[2,1-f][1,2,4]triazin-5-yl)-N-(tetrahydrofuran-3-yl)benzamide NC1=NC=NN2C1=C(C(=C2)C2=CC=C(C=C2)NC(C(=C)C)=O)C2=CC=C(C(=O)NC1COCC1)C=C2